methyl 5-(4-amino-2-chloro-3-fluoro-6-(4,4,5,5-tetramethyl-1,3,2-dioxaborolan-2-yl)phenyl)pentanoate NC1=C(C(=C(C(=C1)B1OC(C(O1)(C)C)(C)C)CCCCC(=O)OC)Cl)F